5-(4-morpholino-2-(trifluoromethyl)benzyl)hexahydropyrrolo[3,4-c]Pyrrole-2(1H)-carboxylic acid tert-butyl ester C(C)(C)(C)OC(=O)N1CC2CN(CC2C1)CC1=C(C=C(C=C1)N1CCOCC1)C(F)(F)F